N-ethyl-N,3-dimethylazetidin-3-amine C(C)N(C1(CNC1)C)C